COC1=C(C(=CC(=C1)\C=C\[N+](=O)[O-])OC)SCCCC(C)C (E)-(2,6-dimethoxy-4-(2-nitrovinyl)phenyl)(4-methylpentyl)sulfane